C(=C)C=1OC(OC1)=O 4-vinyl-1,3-dioxol-2-one